C(C1=CC=CC=C1)N(C1=CC=C(C(=N1)F)C(N)=N)CC1=CC=CC=C1 6-(dibenzylamino)-2-fluoro-3-pyridinecarboximidamide